tert-butyl 4-[[4-(hydroxymethyl)phenyl]methyl]piperazine-1-carboxylate OCC1=CC=C(C=C1)CN1CCN(CC1)C(=O)OC(C)(C)C